[Re+5]=S Rhenium(VII) sulfide